C(C)OS(OCC)(OCC)[SiH3] triethoxymercaptosilane